C(C)OC(COC1=C(C=C(C(=C1)C1=NN(C(=C1Cl)OC(F)F)C)F)Cl)=O 2-chloro-5-(4-chloro-5-difluoromethoxy-1-methylpyrazole-3-yl)-4-fluorophenoxyacetic acid ethyl ester